C(C)(C)(C)OC(=O)NC1CC(N(C1)C1=CC=C(C=C1)S(=O)(=O)N1CCN(CC1)C1=NC(=CC(=C1)C(C1=CC=C(C(=O)O)C=C1)(F)F)Cl)=O 4-[[2-[4-[4-[4-(Tert-butoxycarbonylamino)-2-oxo-pyrrolidin-1-yl]phenyl]sulfonylpiperazin-1-yl]-6-chloro-4-pyridyl]-difluoro-methyl]benzoic acid